5-(aminomethyl)-1-(pyridin-4-yl)-4,6,7,8-tetrahydro-3H-9-oxa-2-thia-4-azabenzo[cd]azulen-3-one NCC=1NC(C=2SC(=C3OCCCC1C23)C2=CC=NC=C2)=O